N1C(=NC2=C1C=CC=C2)[C@H]2[C@@H](C2)C(=O)N[C@@H](C(=O)NC2=NC=C(N=C2)Br)C (1R,2R)-2-(1H-benzo[d]imidazol-2-yl)-N-((R)-1-((5-bromopyrazin-2-yl)amino)-1-oxopropan-2-yl)cyclopropane-1-carboxamide